C(C1=CC=CC=C1)OC(=O)NCCCC(=O)O 4-(((benzyloxy)carbonyl)amino)butanoic acid